1,2,5-trimethylimidazole CN1C(=NC=C1C)C